2-(2-chlorophenyl)-N-{4-[5-cyclopropyl-3-(difluoromethyl)-1H-Pyrazol-1-yl]-3-sulfamoylphenyl}acetamide ClC1=C(C=CC=C1)CC(=O)NC1=CC(=C(C=C1)N1N=C(C=C1C1CC1)C(F)F)S(N)(=O)=O